OC1CC(N(C1)C(C(C(C)C)N1N=NC(=C1)C1=CC=NC=C1)=O)C(=O)NC 4-hydroxy-N-methyl-1-(3-methyl-2-(4-(pyridin-4-yl)-1H-1,2,3-triazol-1-yl)butanoyl)pyrrolidine-2-carboxamide